ClC=1C(=CC(=C(N)C1)F)C=1C(=NC(=CC1)OC)F 5-Chloro-2-fluoro-4-(2-fluoro-6-methoxypyridin-3-yl)aniline